4-(4-fluoro-3-chloroanilino)-7-methoxy-6-(N-3'-chloropropionyl)aminoquinazoline FC1=C(C=C(NC2=NC=NC3=CC(=C(C=C23)NC(CCCl)=O)OC)C=C1)Cl